IC1=CC2=C(NC(C(N=C2C2=CC=CC=C2)C(CC)CC)=O)C=C1 7-iodo-3-(pentan-3-yl)-5-phenyl-1H-benzo[e][1,4]diazepin-2(3H)-one